ON1C(CC(CC1(C)C)NC(CCCCC(=O)NC1CC(N(C(C1)(C)C)O)(C)C)=O)(C)C N,N'-bis(1-oxyl-2,2,6,6-Tetramethylpiperidin-4-yl)adipamide